C(C)OC(=C)C=1C=CC(=NC1F)CC(=O)N (5-(1-ethoxyvinyl)-6-fluoropyridin-2-yl)acetamide